C(C)(C)(C)OC(=O)N1CCN(CC1)C1=C(C(=NC2=C(N=CC=C12)OC1=C(C=CC=C1OC)F)Cl)C#N 4-(2-chloro-3-cyano-8-(2-fluoro-6-methoxyphenoxy)-1,7-naphthyridin-4-yl)piperazine-1-carboxylic acid tert-butyl ester